[Cl-].C(C(=C)C)(=O)NCCC[N+](C)(C)C 3-(methacryloylamino)propyltrimethylammonium chloride